10-Sulfostearic acid S(=O)(=O)(O)C(CCCCCCCCC(=O)O)CCCCCCCC